COC=1C=C2NC(C=3N(C2=C(C1C=1C=CC=C2C(=CNC12)C)C(F)(F)F)C(=NN3)C)(C)C 7-Methoxy-1,4,4-trimethyl-8-(3-methyl-1H-indol-7-yl)-9-(trifluoromethyl)-5H-[1,2,4]triazolo[4,3-a]quinoxaline